C(#N)C1(CCC1)C1=CC=C2C=C(C(=NC2=C1)OC)C(=O)O 7-(1-cyanocyclobutyl)-2-methoxyquinoline-3-carboxylic acid